Cholan-5(6)-ene CCC[C@@H](C)[C@H]1CC[C@H]2[C@@H]3CC=C4CCCC[C@]4(C)[C@H]3CC[C@]12C